N-((3R,4S)-4-((8-((cyclopropylmethyl)amino)-6-(2,6-difluoro-3,5-bis(methoxy-d3)phenyl)pyrido[3,4-d]pyrimidin-2-yl)amino)tetrahydrofuran-3-yl)acrylamide C1(CC1)CNC1=NC(=CC2=C1N=C(N=C2)N[C@H]2[C@H](COC2)NC(C=C)=O)C2=C(C(=CC(=C2F)OC([2H])([2H])[2H])OC([2H])([2H])[2H])F